[Br-].C(C)(=O)NC[C@H]1CN(C(O1)=O)C1=CC(=C(C=C1)C1=CC=[N+](C=C1)CC1=CC(=CC=C1)[N+](=O)[O-])F (S)-4-{4-[5-(acetamidomethyl)-2-oxooxazolidin-3-yl]-2-fluorophenyl}-1-(3-nitrobenzyl)pyridine-1-ium bromide